tert-butyl N-(4-{3-[(3-chloro-2-methoxyphenyl)amino]-6-(hydroxymethyl)-4-oxo-1H,5H,6H,7H-pyrrolo[3,2-c]pyridin-2-yl}pyrimidin-2-yl)carbamate ClC=1C(=C(C=CC1)NC1=C(NC2=C1C(NC(C2)CO)=O)C2=NC(=NC=C2)NC(OC(C)(C)C)=O)OC